[Cl-].C(CCC)OC(CCCCC\C=C/CCC[P+](C)(C)C)OCCCC (4Z)-11,11-dibutyloxy-4-undecenyltrimethylphosphonium chloride